1,4-dimethyl-6-(trityldisulfaneyl)piperazine-2,3,5-trione CN1C(C(N(C(C1SSC(C1=CC=CC=C1)(C1=CC=CC=C1)C1=CC=CC=C1)=O)C)=O)=O